O1COC2=C1C=CC(=C2)CNC=2C=CC=1N(N2)C(=CN1)C1=CC(=C(C=C1)OC)OC N-(1,3-benzodioxol-5-ylmethyl)-3-(3,4-dimethoxy-phenyl)imidazo[1,2-b]pyridazin-6-amine